(R)-5-(methylsulfonyl)-3-(trifluoromethyl)-5a,6,8,9-tetrahydropyrido[3',2':4,5]imidazo[1,2-a]pyrazin CS(=O)(=O)N1C2=C(N3[C@H]1CNCC3)N=CC(=C2)C(F)(F)F